CC1CCC=2C=C3C(=NC2C1)NN=C3N 7-methyl-5,6,7,8-tetrahydro-1H-pyrazolo[3,4-b]quinolin-3-amine